5-(4-(cyclobutylethynyl)-3-(methylthio)phenoxy)-1H-1,2,3-triazole-4-carboxylic acid C1(CCC1)C#CC1=C(C=C(OC2=C(N=NN2)C(=O)O)C=C1)SC